ethyl 8-(2-chloro-5-fluorophenyl)-6-oxo-1-(((2,2,2-trichloroethoxy)carbonyl)amino)-5,6,7,8-tetrahydroimidazo[1,5-a]pyrazine-3-carboxylate ClC1=C(C=C(C=C1)F)C1C=2N(CC(N1)=O)C(=NC2NC(=O)OCC(Cl)(Cl)Cl)C(=O)OCC